NC1=C(C=C(OCC(=O)N2CCN(CC2)C(C2=C(C(=CC=C2)O)OC)=O)C=C1C)C 2-(4-amino-3,5-dimethylphenoxy)-1-[4-(3-hydroxy-2-methoxybenzoyl)piperazin-1-yl]ethanone